4-vinylphenylboronic acid methyliminodiacetate CN(CC(=O)O)CC(=O)O.C(=C)C1=CC=C(C=C1)B(O)O